ClC=1C=C(CCNCC=2C=C(N)C=CC2)C=CC1C(F)(F)F 3-(((3-chloro-4-(trifluoromethyl)phenethyl)amino)-methyl)aniline